(((ethoxycarbonyl)(propyl)amino)(4-chlorophenyl)methyl)benzoate C(C)OC(=O)N(CCC)C(C1=CC=C(C=C1)Cl)OC(C1=CC=CC=C1)=O